1-(6-methyl-4-(trifluoromethyl)pyridin-2-yl)-5-oxopyrrole-2-carboxylic acid CC1=CC(=CC(=N1)N1C(C=CC1=O)C(=O)O)C(F)(F)F